ClC=1C=C2C(=NC(=NC2=C(C1C1=CC=C(C2=C1N=C(S2)N)F)F)OCC21CCCN1CCC2)N2CC(OCCC2)CN(C)C 4-(6-chloro-4-(2-((dimethyl-amino)methyl)-1,4-oxazepan-4-yl)-8-fluoro-2-((tetra-hydro-1H-pyrrolizin-7a(5H)-yl)methoxy)quinazolin-7-yl)-7-fluorobenzo[d]thiazol-2-amine